ClC=1C(=NC=CC1)N1N=C(C=C1C(=O)N)Br (3-chloro-2-pyridinyl)-3-bromo-1H-pyrazole-5-carboxamide